(4-chlorophenyl)-N-[(4-cyclobutyl-2,5-dioxoimidazolidin-4-yl)methyl]-2H-1,2,3-triazole-4-carboxamide ClC1=CC=C(C=C1)N1N=CC(=N1)C(=O)NCC1(NC(NC1=O)=O)C1CCC1